1-((thioureidoimino)methyl)-4-(p-methoxyphenyl)benzene N(C(=S)N)N=CC1=CC=C(C=C1)C1=CC=C(C=C1)OC